COC=1C=2N(C=NC1N)N=CC2C 4-Methoxy-3-methylpyrazolo[1,5-c]pyrimidin-5-amine